1-[(12aR)-9-(2-chloro-6-hydroxyphenyl)-8-ethynyl-7,10-difluoro-3,4,12,12a-tetrahydro-6H-pyrazino[2,1-c][1,4]benzoxazepin-2(1H)-yl]prop-2-en-1-one ClC1=C(C(=CC=C1)O)C1=C(C2=C(CN3[C@@H](CO2)CN(CC3)C(C=C)=O)C(=C1C#C)F)F